(3R)-benzyl 3-(1-ethoxyethoxy)pyrrolidine-1-carboxylate C(C)OC(C)O[C@H]1CN(CC1)C(=O)OCC1=CC=CC=C1